FC(C(F)(F)F)(F)C1=NN=C(S1)N (pentafluoroethyl)-1,3,4-thiadiazol-2-amine